FC=1C(=C(C=CC1F)[C@H]1[C@@H](O[C@]([C@H]1C)(C(F)(F)F)C)C(=O)NC=1C=CC(=C(C1)NS([O-])(=O)=O)F)OC 5-((2R,3S,4S,5R)-3-(3,4-difluoro-2-methoxyphenyl)-4,5-dimethyl-5-(trifluoromethyl)tetrahydrofuran-2-carboxamido)-2-fluorophenylsulfamate